BrC=1C=NN2C1N=C(N=C2NCC2=CC=C(C=C2)NC(=O)C2(CC2)F)N2[C@@H](CCC2)CO (S)-N-(4-(((8-Bromo-2-(2-(hydroxymethyl)pyrrolidin-1-yl)pyrazolo[1,5-a][1,3,5]triazin-4-yl)amino)methyl)phenyl)-1-fluorocyclopropane-1-carboxamide